1,4-di-methoxybenzene COC1=CC=C(C=C1)OC